C(C)OC(=O)C12C(CC(CC1)(CC2)NCC2=CC=CC=C2)=O 4-(benzylamino)-2-oxobicyclo[2.2.2]octane-1-carboxylic acid ethyl ester